CC1=CC=CC2=C(C3=CC=CC=C3C(=C12)OC(C)=O)OC(C)=O 1-methyl-9,10-bis(acetoxy)anthracene